NC1=C(N=CC(=N1)N1CCC2(CCC[C@H]2N)CC1)SC1=C(C(=NC=C1)N)Cl (R)-8-(6-amino-5-((2-amino-3-chloropyridin-4-yl)thio)pyrazin-2-yl)-8-azaspiro[4.5]decan-1-amine